methyl (S)-5'-bromo-2'-oxo-1,1',2',3-tetrahydrospiro[indene-2,3'-pyrrolo[2,3-b]pyridine]-5-carboxylate BrC=1C=C2C(=NC1)NC([C@]21CC2=CC=C(C=C2C1)C(=O)OC)=O